5-((4-allyl-2-methoxyphenoxy)methyl)-16-(4-bromo-2-methoxy-5-(trifluoromethyl)phenyl)-1,4,7,10,13-pentaoxa-16-azacyclooctadecane C(C=C)C1=CC(=C(OCC2OCCOCCN(CCOCCOCCOC2)C2=C(C=C(C(=C2)C(F)(F)F)Br)OC)C=C1)OC